7-[4-(2,6-dioxo-3-piperidyl)-3-fluoro-phenyl]-7-azaspiro[3.5]nonane-2-carbaldehyde O=C1NC(CCC1C1=C(C=C(C=C1)N1CCC2(CC(C2)C=O)CC1)F)=O